4-((3S,4R)-3-(2-bromophenyl)-4-fluoropiperidin-1-yl)-6-isopropylpyrimidin-2-amine BrC1=C(C=CC=C1)[C@H]1CN(CC[C@H]1F)C1=NC(=NC(=C1)C(C)C)N